C12C(C3CC(CC(C1)C3)C2)[C@@H](C(=O)O)NC(=O)OC(C)(C)C (2S)-2-(2-adamantyl)-2-(tert-butoxycarbonyl-amino)acetic acid